1-(5-tert-butyl-1,2-oxazol-3-yl)-3-methyl-urea C(C)(C)(C)C1=CC(=NO1)NC(=O)NC